CC1(CN(C2=CC=CC=C12)CCOCCC(OC1=CC=CC=C1)=O)C (E)-3,3-dimethyl-1-(2-(3-oxo-3-phenoxypropoxy)ethyl)indol